2-amino-4-(4-methoxybenzyl-methylamino)-6-methylaminopyrimidine NC1=NC(=CC(=N1)N(C)CC1=CC=C(C=C1)OC)NC